(4-methoxyphenyl)-N-methylbenzo[4,5]imidazo[1,2-a]pyrimidin-2-amine COC1=CC=C(C=C1)C=1C(=NC=2N(C1)C1=C(N2)C=CC=C1)NC